tert-butyl (3r,6s)-3-((tert-butoxycarbonyl) (hydroxy) amino)-6-carbamoyl-4-methyl-3,6-dihydropyridine-1(2H)-carboxylate C(C)(C)(C)OC(=O)N([C@H]1CN([C@@H](C=C1C)C(N)=O)C(=O)OC(C)(C)C)O